(3-((5-bromo-2-((2-ethoxy-5-(1-methyl-1H-pyrazol-4-yl)-4-(4-(piperazin-1-yl)piperidin-1-yl)phenyl)amino)pyrimidin-4-yl)amino)quinolin-4-yl)dimethylphosphine hydrochloride Cl.BrC=1C(=NC(=NC1)NC1=C(C=C(C(=C1)C=1C=NN(C1)C)N1CCC(CC1)N1CCNCC1)OCC)NC=1C=NC2=CC=CC=C2C1P(C)C